2-((4-(Trifluoromethyl)Phenyl)Aminopyrimidin-4-Yl)Benzoic Acid FC(C1=CC=C(C=C1)NC1=NC=CC(=N1)C1=C(C(=O)O)C=CC=C1)(F)F